ClC=1C=CC(=C(C1)NC1N(C(=NC(=N1)N)N1CCOCC1)C1=CC(=C(C=C1)C)C)OC N-(5-Chloro-2-methoxyphenyl)-N1-(3,4-dimethylphenyl)-6-morpholin-4-yl-[1,3,5]triazine-2,4-diamine